(R)-6,7-dimethoxy-1,2,3,4-tetrahydroisoquinoline-1-carboxylic acid COC=1C=C2CCN[C@H](C2=CC1OC)C(=O)O